2-[3-[(1R)-1-[[6-(1,1-dioxo-3,6-dihydro-2H-thiopyran-4-yl)-8-methyl-7-oxo-pyrido[2,3-d]pyrimidin-4-yl]amino]ethyl]-2-fluoro-phenyl]-2,2-difluoro-acetonitrile O=S1(CCC(=CC1)C1=CC2=C(N=CN=C2N[C@H](C)C=2C(=C(C=CC2)C(C#N)(F)F)F)N(C1=O)C)=O